ClC=1C2=C(C3=C(CN(S(N3)(=O)=O)CC3=NC=NC=C3)C1)NC=C2Cl 6,7-dichloro-3-(pyrimidin-4-ylmethyl)-4,9-dihydro-1H-pyrrolo[3,2-h][2,1,3]benzothiadiazine 2,2-dioxide